C(C)OC(=O)C1(CC1)C1CCN(CC1)C(=O)OC(C)(C)C tert-butyl 4-(1-(ethoxycarbonyl)cyclopropyl)piperidine-1-carboxylate